(1-ethoxy-4-hydroxy-7-(4-isopropylphenoxy)isoquinoline-3-carbonyl)glycine C(C)OC1=NC(=C(C2=CC=C(C=C12)OC1=CC=C(C=C1)C(C)C)O)C(=O)NCC(=O)O